CN1CCN(CC1)C1CCN(CC1)CCCCCCCCSC1=C2CN(C(C2=CC=C1)=O)C1C(NC(CC1)=O)=O 3-(4-((8-(4-(4-methylpiperazin-1-yl)piperidin-1-yl)octyl)thio)-1-oxoisoindolin-2-yl)piperidine-2,6-dione